CN(CCC[Si](C1=CC=C(C=C1)C(=C)C1=CC=CC=C1)(OCC)OCC)C 1-[4-[(3-dimethylaminopropyl)diethoxysilyl]phenyl]-1-phenylethylene